8-chloro-3-hydroxy-2-[4-(2-hydroxyethoxy)phenyl]chromen-4-one methyl-p-coumarate COC(\C=C\C1=CC=C(C=C1)O)=O.ClC=1C=CC=C2C(C(=C(OC12)C1=CC=C(C=C1)OCCO)O)=O